tert-butyl (1-(azetidin-1-ylmethyl)cyclopropyl)carbamate N1(CCC1)CC1(CC1)NC(OC(C)(C)C)=O